ClC1=C(C=CC(=C1)C(=O)OC)NC(C1=CC(=CC(=C1)Cl)Cl)=O N-[2-chloro-4-(methoxycarbonyl)phenyl]-3,5-dichlorobenzamide